triethyl-morpholine C(C)C1(N(CCOC1)CC)CC